N-{1-[5-(3,5-dimethyl-1,2-oxazol-4-yl)-thiophen-2-yl]-ethyl}-6,7-dimethoxy-2-methylquinazolin-4-amine CC1=NOC(=C1C1=CC=C(S1)C(C)NC1=NC(=NC2=CC(=C(C=C12)OC)OC)C)C